ClC1=C(C=CC=C1)C(=O)C1=NC=CC(=C1)C1CC1 (2-chlorophenyl)-(4-cyclopropyl-2-pyridyl)methanone